5-androstenetriol disulfate S(=O)(=O)(O)OS(=O)(=O)O.C([C@@]12CCC[C@H]1[C@@H]1CC=C3CCCC[C@]3(C)[C@H]1CC2)(O)(O)O